ClC=1C=C(C=CC1OCC1=NC=CC=C1)NC1=NC=NC2=CC(=C(C=C12)[N+](=O)[O-])C#CC(C)(C)N(C(OC(C)(C)C)=O)C tert-butyl (4-(4-((3-chloro-4-(pyridin-2-ylmethoxy)phenyl)amino)-6-nitroquinazolin-7-yl)-2-methylbut-3-yn-2-yl)(methyl)carbamate